diisoamyl-4-cyclohexene-1,2-dicarboxylic acid C(CC(C)C)C1=C(CC(C(C1)C(=O)O)C(=O)O)CCC(C)C